N-(1-cyclopropyl-3-(4,4,5,5-tetramethyl-1,3,2-dioxaborolan-2-yl)-1H-pyrrolo[2,3-c]pyridin-5-yl)acetamide C1(CC1)N1C=C(C=2C1=CN=C(C2)NC(C)=O)B2OC(C(O2)(C)C)(C)C